BrC1=C(N=C(S1)C1=CC=C(C=C1)Cl)CO (5-bromo-2-(4-chloro-phenyl)-thiazol-4-yl)-methanol